3-((1-(3-fluorophenyl)-3-azabicyclo[3.1.0]hex-3-yl)carbonyl)-1,5,7-trimethyl-1,5-dihydro-4H-pyrrolo[3,2-c]pyridin-4-one FC=1C=C(C=CC1)C12CN(CC2C1)C(=O)C1=CN(C2=C1C(N(C=C2C)C)=O)C